N-[5-(1H-benzimidazol-2-yl)-1-[(4-methoxyphenyl)methyl]pyrazol-3-yl]-5,6-dichloro-pyridine-3-carboxamide N1C(=NC2=C1C=CC=C2)C2=CC(=NN2CC2=CC=C(C=C2)OC)NC(=O)C=2C=NC(=C(C2)Cl)Cl